ClC1=C(C=C(OC2=C(C=C(C=C2)[N+](=O)[O-])C=2C3=C(C(N(C2)C)=O)NC=C3)C=C1)F 4-(2-(4-chloro-3-fluorophenoxy)-5-nitrophenyl)-6-methyl-1,6-dihydro-7H-pyrrolo[2,3-C]pyridin-7-one